5-(3-(4-(((R or S)-1-((3S,5R)-3,5-dimethylpiperazin-1-yl)propan-2-yl)oxy)-3-ethylphenyl)-4,4-dimethyl-5-oxo-2-thioxoimidazolidin-1-yl)-3-(trifluoromethyl)pyridinecarbonitrile C[C@H]1CN(C[C@H](N1)C)C[C@@H](C)OC1=C(C=C(C=C1)N1C(N(C(C1(C)C)=O)C=1C=C(C(=NC1)C#N)C(F)(F)F)=S)CC |o1:9|